1-(4-(sec-butoxy)-2-methylphenyl)ethan-1-one C(C)(CC)OC1=CC(=C(C=C1)C(C)=O)C